C(C)(C)(C)C1=C(C=C(C(=C1)OC)OC)O 2-(tert-butyl)-4,5-dimethoxyphenol